OC(C(=O)NC(C(=O)O)CCN(CCCCC1=NC=2NCCCC2C=C1)CCOC)CCC 2-[[2-hydroxypentanoyl]amino]-4-[2-methoxyethyl-[4-(5,6,7,8-tetrahydro-1,8-naphthyridin-2-yl)butyl]amino]butanoic acid